tert-butyl (3R)-3-[(1S)-2-tert-butoxy-1-[(3-methoxycarbonylphenyl)methyl]-2-oxo-ethyl]pyrrolidine-1-carboxylate C(C)(C)(C)OC([C@@H](CC1=CC(=CC=C1)C(=O)OC)[C@@H]1CN(CC1)C(=O)OC(C)(C)C)=O